5-oxaspiro[3.5]nonan C1CCC12OCCCC2